1-(2-Aminochinolin-5-yl)-N-(5-chloro-6-(2H-1,2,3-triazol-2-yl)pyridin-3-yl)-5-(trifluoromethyl)-1H-pyrazol-4-carboxamid NC1=NC2=CC=CC(=C2C=C1)N1N=CC(=C1C(F)(F)F)C(=O)NC=1C=NC(=C(C1)Cl)N1N=CC=N1